C(#N)C=1C=CC(=C(C1)B(O)O)OC1=CC(=C(C=C1)C#N)C#N 5-cyano-2-(3,4-dicyanophenoxy)phenylboronic acid